ClC1=C(C=C(C(=C1)F)N1C(N(C(N(C1=O)C)=S)C)=O)C1=NOC(C1)(C(=O)OCC)C ethyl 3-[2-chloro-5-(3,5-dimethyl-2,6-dioxo-4-thioxo-1,3,5-triazinan-1-yl)-4-fluoro-phenyl]-5-methyl-4H-isoxazole-5-carboxylate